silicon-aluminum phosphate P(=O)([O-])([O-])[O-].[Al+3].[Si+4]